NC1=CC(=C(C=C1)C(=O)N1CCN(CC1)C)F (4-amino-2-fluorophenyl)(4-methylpiperazin-1-yl)methanone